1,1-Bis-(4-hydroxyphenyl)-3,3,5-trimethylcyclohexan OC1=CC=C(C=C1)C1(CC(CC(C1)C)(C)C)C1=CC=C(C=C1)O